Hydroxyamid O[NH-]